tri(2,5-dimethylphenyl)phosphine CC1=C(C=C(C=C1)C)P(C1=C(C=CC(=C1)C)C)C1=C(C=CC(=C1)C)C